ClC1=C(C=CC=C1)N1N=C2C(=C1C1=CC=C(C=C1)Cl)OCCCC2NC(=O)C2=NC=CN=C2 N-[2-(2-chlorophenyl)-3-(4-chlorophenyl)-5,6,7,8-tetrahydrooxepino[3,2-c]pyrazol-8-yl]pyrazine-2-carboxamide